1-propyl 2-[1-(3,3-dimethyl-cyclohexyl) ethoxy]-2-methylpropionate CC1(CC(CCC1)C(C)OC(C(=O)OCCC)(C)C)C